hydroxymethylhydrazine OCNN